N-(7-fluoro-1-hydroxy-1,3-dihydrobenzo[c][1,2]oxaborole-6-carbonyl)-N-(2-(7-fluoro-1-hydroxy-1,3-dihydrobenzo[c][1,2]oxaborole-6-carboxamido)ethyl)glycine FC1=C(C=CC2=C1B(OC2)O)C(=O)N(CC(=O)O)CCNC(=O)C=2C=CC1=C(B(OC1)O)C2F